Acryloyloxypentyl dihydrogen phosphate P(=O)(OCCCCCOC(C=C)=O)(O)O